ClC=1C=C(CNC2=NC(=NC3=CC=C(C=C23)C=2C(=NOC2C)C)C=2C=NN(C2)CCN(C)C)C=CC1 N-(3-chlorobenzyl)-2-(1-(2-(dimethylamino)ethyl)-1H-pyrazol-4-yl)-6-(3,5-dimethylisoxazol-4-yl)quinazolin-4-amine